CC1=C(CN[C@@H](C)C(=O)O)C(=CC=C1)C 2,6-dimethylbenzylalanine